C(=O)C1=CC(=C(OCC2=C(C=C(C#N)C=C2)OC)C=C1)C(F)(F)F 4-[[4-formyl-2-(trifluoromethyl)phenoxy]methyl]-3-methoxy-benzonitrile